(R)-3-(4-fluorophenoxy)pyrrolidine FC1=CC=C(O[C@H]2CNCC2)C=C1